t-butoxycarbonyl-D-tryptophan ethyl-3-(6-amino-1-tosyl-1H-pyrrolo[2,3-b]pyridin-3-yl)cyclobutane-1-carboxylate C(C)C1(CC(C1)C1=CN(C2=NC(=CC=C21)N)S(=O)(=O)C2=CC=C(C)C=C2)C(=O)O.C(C)(C)(C)OC(=O)N[C@H](CC2=CNC1=CC=CC=C21)C(=O)O